Methyl 2-[5-cyclopropyl-4'-fluoro-2'-(4-methyl-1,2,4-triazol-3-yl)-[1,1'-biphenyl]-3-yl]-1,3-benzoxazole-5-carboxylate C1(CC1)C=1C=C(C=C(C1)C1=C(C=C(C=C1)F)C1=NN=CN1C)C=1OC2=C(N1)C=C(C=C2)C(=O)OC